8-bromo-2,2-dimethyl-5-phenyl-1,5,10,10a-tetrahydropyrrolo[1,2-b]cinnolin-3(2H)-one BrC1=CC=2CC3N(N(C2C=C1)C1=CC=CC=C1)C(C(C3)(C)C)=O